1-hexadecanoyl-2-(9Z-nonadecenoyl)-glycero-3-phospho-(1'-sn-glycerol) CCCCCCCCCCCCCCCC(=O)OC[C@H](COP(=O)(O)OC[C@H](CO)O)OC(=O)CCCCCCC/C=C\CCCCCCCCC